7-(5-((4-methylpiperazin-1-yl)methyl)-1H-pyrrolo[2,3-b]pyridin-3-yl)spiro[chromane-2,4'-piperidin]-4-one CN1CCN(CC1)CC=1C=C2C(=NC1)NC=C2C2=CC=C1C(CC3(CCNCC3)OC1=C2)=O